FC1=CC=C(C=C1)[C@@H]1N(CCC2=CC=CC=C12)C(=O)[C@H]1C[C@@H]2OCC(N[C@@H]2CO1)=O (4aR,7R,8aS)-7-((S)-1-(4-fluorophenyl)-1,2,3,4-tetrahydroisoquinoline-2-carbonyl)tetrahydro-2H,5H-pyrano[4,3-b][1,4]oxazin-3(4H)-one